N[C@@H](C(=O)NS(=O)(=O)C)CCCOC1=C(C(=C(C=C1)Cl)Cl)CN1C2=NC=NC(=C2N=C1)N (R)-2-amino-5-(2-((6-amino-9H-purin-9-yl)methyl)-3,4-dichlorophenoxy)-N-(methylsulfonyl)pentanamide